C1(=CC=CC=C1)N(C1=CC=CC=C1)C=1C2=CC=CC=C2C=C2C=CC=CC12 N,N-diphenyl-9-anthracylamine